C(C)(C)(C)OC(NCCOCCOCCOCCOCCOCCOCCBr)=O (20-bromo-3,6,9,12,15,18-hexaoxaeicosyl)carbamic acid tert-butyl ester